C(#N)[C@]1(CC12CC2)C=2C=C1C=C(N=CC1=CC2)NC(=O)[C@@H]2[C@H](C2)C=2C=NN(C2)C (1S,2S)-N-(6-((S)-1-cyanospiro[2.2]pentan-1-yl)isoquinolin-3-yl)-2-(1-methyl-1H-pyrazol-4-yl)cyclopropane-1-carboxamide